cinnamaldehyde copper sulphate S(=O)(=O)([O-])[O-].[Cu+2].C(C=CC1=CC=CC=C1)=O